N-{1-[5-(3-cyanobenzene-1-carbonyl)-5,6,7,8-tetrahydro-1,5-naphthyridin-2-yl]ethyl}-4-fluorobenzamide C(#N)C=1C=C(C=CC1)C(=O)N1C=2C=CC(=NC2CCC1)C(C)NC(C1=CC=C(C=C1)F)=O